NC=1C=CC(=C(C1)NC1=NC(=NC=C1C=1C=NC(=CC1)N1CCOCC1)NC=1C=NN(C1)C)F N4-(5-amino-2-fluorophenyl)-N2-(1-methyl-1H-pyrazol-4-yl)-5-[6-(morpholin-4-yl)pyridin-3-yl]pyrimidine-2,4-diamine